N7-(6-Amino-pyrimidin-4-yl)-3,N5-dimethyl-N5-((3R,4S)-3-methyl-tetrahydro-pyran-4-yl)-3H-imidazo[4,5-b]pyridine-5,7-diamine NC1=CC(=NC=N1)NC1=C2C(=NC(=C1)N([C@@H]1[C@H](COCC1)C)C)N(C=N2)C